[5-(5-fluoro-2-methoxypyridin-4-yl)-1-[[2-(trimethylsilyl)ethoxy]methyl]pyrazole-3-carbonyl]-2,5-dimethylpiperidine-4-carboxylic acid FC=1C(=CC(=NC1)OC)C1=CC(=NN1COCC[Si](C)(C)C)C(=O)N1C(CC(C(C1)C)C(=O)O)C